N-(chlorosilyl)-3-methylindole Cl[SiH2]N1C=C(C2=CC=CC=C12)C